FC(C1=NC=C(C=N1)C1=C(C(=O)N)C=CC=C1)(F)F (2-(trifluoromethyl)pyrimidin-5-yl)benzamide